4-(5-(3-ethoxy-5-fluoro-4-methoxyphenyl)pyridin-3-yl)-1,2-oxaborol-2-ol C(C)OC=1C=C(C=C(C1OC)F)C=1C=C(C=NC1)C=1CB(OC1)O